BrC1=C(C=C(C=C1)Br)NC1=CC=C(C=N1)C1=NOC(=N1)[C@H]1CN(CC1)C(=O)OC(C)(C)C tert-butyl (R)-3-(3-(6-((2,5-dibromophenyl)amino)pyridin-3-yl)-1,2,4-oxadiazol-5-yl)pyrrolidine-1-carboxylate